5-((4-(Trifluoromethyl)indolin-1-yl)sulfonyl)isoquinolin-1(2H)-one FC(C1=C2CCN(C2=CC=C1)S(=O)(=O)C1=C2C=CNC(C2=CC=C1)=O)(F)F